(R)-N-(3-fluoro-4-((3-((1-hydroxypropan-2-yl)amino)-1H-pyrazolo[3,4-b]pyridin-4-yl)oxy)phenyl)-2-(4-fluorophenyl)-6-methyl-3-oxo-2,3-dihydropyridazine-4-carboxamide FC=1C=C(C=CC1OC1=C2C(=NC=C1)NN=C2N[C@@H](CO)C)NC(=O)C=2C(N(N=C(C2)C)C2=CC=C(C=C2)F)=O